methyl (6-((4-(piperazin-1-yl)phenyl)thio)-1H-benzo[d]imidazol-2-yl)carbamate N1(CCNCC1)C1=CC=C(C=C1)SC=1C=CC2=C(NC(=N2)NC(OC)=O)C1